BrC=1C=NN2C1C1=C(CCC2)OC(=C1)C(=O)O 1-bromo-6,7-dihydro-5H-furo[3,2-c]pyrazolo[1,5-a]azepine-9-carboxylic acid